1-(2,3-dicarboxypropyl)benzotriazole C(=O)(O)C(CN1N=NC2=C1C=CC=C2)CC(=O)O